tert-butyl N-[(tert-butoxy)carbonyl]-N-(3-cyclopropyl-5-nitropyridin-2-yl)carbamate C(C)(C)(C)OC(=O)N(C(OC(C)(C)C)=O)C1=NC=C(C=C1C1CC1)[N+](=O)[O-]